1-allyl-3-(phenyl-carboxy)benzene methyl-(S)-2-((3-((6-((4-cyano-2-fluorobenzyl)oxy)pyridin-2-yl)oxy)azetidin-1-yl)methyl)-1-(oxetan-2-ylmethyl)-1H-benzo[d]imidazole-6-carboxylate COC(=O)C=1C=CC2=C(N(C(=N2)CN2CC(C2)OC2=NC(=CC=C2)OCC2=C(C=C(C=C2)C#N)F)C[C@H]2OCC2)C1.C(C=C)C1=CC(=CC=C1)C(=O)OC1=CC=CC=C1